[Si]([O-])([O-])([O-])[O-].[Si]([O-])([O-])(O)O.[Al+3].[Yb+3] ytterbium aluminum disilicate